BrC1=C(C(=NC=C1)CN)C (4-Bromo-3-methylpyridin-2-yl)methylamine